N-[6-(2,3-dimethylphenyl)-5-methyl-2-pyridyl]benzenesulfonamide CC1=C(C=CC=C1C)C1=C(C=CC(=N1)NS(=O)(=O)C1=CC=CC=C1)C